3-(3-glycidyloxypropyl)trisiloxane C(C1CO1)OCCC[SiH](O[SiH3])O[SiH3]